N[C@@H](C(=O)N[C@H]1CN(C[C@H](C1)C)C1=C2N=CC=NC2=C(C=C1)C#N)C (R)-2-amino-N-((3R,5S)-1-(8-cyanoquinoxalin-5-yl)-5-methylpiperidin-3-yl)propanamide